C1(CCCC1)N1C2=C(N(C(C(C1)(F)F)=O)C)C=NC(=N2)NC=2C(=NC=CC2OC)C(=O)O ((9-cyclopentyl-7,7-difluoro-5-methyl-6-oxo-6,7,8,9-tetrahydro-5H-pyrimido[4,5-b][1,4]diazepin-2-yl)amino)-4-methoxypicolinic acid